Cl.C12COCC(N1)C2 3-oxa-6-azabicyclo[3.1.1]heptane hydrochloride